(4-bromophenyl-ethyl)-6,7-difluoro-2,3,4,9-tetrahydro-1H-carbazol-1-amine BrC1=CC=C(C=C1)CCC1(CCCC=2C3=CC(=C(C=C3NC12)F)F)N